9-bromo-1,1-bis(((Z)-hept-3-en-1-yl)oxy)nonane BrCCCCCCCCC(OCC\C=C/CCC)OCC\C=C/CCC